C(C)S(=O)(=O)N ETHANESULFONAMIDE